BrC1=C(C(=NC=C1)N(CC1=CC=C(C=C1)OC)CC1=CC=C(C=C1)OC)C 4-bromo-N,N-bis(4-methoxybenzyl)-3-methylpyridin-2-amine